6-[(2R,3S)-2-amino-3-methylpentyl]-2-chloro-N-[(furan-2-yl)methyl]thieno[3,2-d]pyrimidin-4-amine dihydrochloride Cl.Cl.N[C@H](CC1=CC=2N=C(N=C(C2S1)NCC=1OC=CC1)Cl)[C@H](CC)C